COC(=O)C=1C(=NC=NC1C)Cl 4-chloro-6-methylpyrimidine-5-carboxylic acid methyl ester